COCC(COC)N N-(1,3-dimethoxypropan-2-yl)amine